ClC=1C=C(C=CC1F)NC1=NC=NC2=CC(=C(C=C12)OCCCN1CCC(CC1)CN1CC(N(C(C1)C)C=1C=C2C(N(C(C2=CC1)=O)C1C(NC(CC1)=O)=O)=O)C)OC 5-(4-((1-(3-((4-((3-chloro-4-fluorophenyl)amino)-7-methoxyquinazolin-6-yl)oxy)propyl)piperidin-4-yl)methyl)-2,6-dimethylpiperazin-1-yl)-2-(2,6-dioxopiperidin-3-yl)isoindoline-1,3-dione